europium selenide [Se-2].[Eu+3].[Se-2].[Se-2].[Eu+3]